N[C@@H]1CN(CCOC1)C=1C=C2CN3[C@@H](C2=CC1)CN(C[C@H]3C)C=3C=1N(C(=CC3)C#N)N=CC1 4-[(4R,10bS)-8-[(6R)-6-amino-1,4-oxaazepan-4-yl]-4-methyl-3,4,6,10b-tetrahydro-1H-pyrazino[2,1-a]isoindol-2-yl]pyrazolo[1,5-a]pyridine-7-carbonitrile